6-cyano-1-(4-fluorophenyl)-2-oxo-5-(prop-1-en-2-yl)-1,2-dihydropyridine-3-carboxylic acid ethyl ester C(C)OC(=O)C=1C(N(C(=C(C1)C(=C)C)C#N)C1=CC=C(C=C1)F)=O